COC(C1=CC=C(C=C1)[C@H]1CC2(CC(C2)(F)F)CCN1)=O |r| (RS)-4-(2,2-difluoro-7-azaspiro[3.5]non-6-yl)benzoic acid methyl ester